S(=O)(=O)(O)C1=C(C=CC2=CC=C(C=C2)C2=CC=C(C=C2)C=CC2=C(C=CC=C2)S(=O)(=O)O)C=CC=C1 4,4'-bis-(2-sulfostyryl)biphenyl